(R)-N-(1-(3-(difluoromethyl)-2-fluorophenyl)ethyl)-2'-methyl-7'H,9'H-spiro[oxetane-3,8'-[1,4]dioxepino[2,3-g]quinazolin]-4'-amine FC(C=1C(=C(C=CC1)[C@@H](C)NC1=NC(=NC2=CC3=C(C=C12)OCC1(CO3)COC1)C)F)F